3-(2-hydroxy-4-pyrimidinyl)-1-methyl-1H-indole OC1=NC=CC(=N1)C1=CN(C2=CC=CC=C12)C